(3S,11aR)-2-benzyl-7-((3,5-difluoro-4-((2-(trifluoromethyl)pyridin-4-yl)oxy)benzyl)oxy)-3,4-dihydro-9H,11H-3,11a-methanopyrazino[1',2':3,4]imidazo[1,2-c]pyrimidin-1,9(2H)-dione C(C1=CC=CC=C1)N1C([C@]23N(C=4N(C(N=C(C4)OCC4=CC(=C(C(=C4)F)OC4=CC(=NC=C4)C(F)(F)F)F)=O)C2)C[C@@H]1C3)=O